(S)-2-bromo-1-(tetrahydrofuran-2-yl)ethane BrCC[C@H]1OCCC1